C(C)(C)(C)OC(=O)N1CCC(=CC1)C1=C(C=C(C=C1)NC=1C(=NC(=CC1)OCC1=CC=CC=C1)OCC1=CC=CC=C1)C(F)F 4-[4-(2,6-bis-benzyloxy-pyridin-3-ylamino)-2-difluoromethyl-phenyl]-3,6-dihydro-2H-pyridine-1-carboxylic acid tert-butyl ester